BrC1=NC(OC2=C1C=CC(=C2)C)(C)CCCC 4-bromo-2-butyl-2,7-dimethyl-2H-benzo[e][1,3]oxazine